(4-fluoro-2-methoxyphenyl)(methyl)((4-(5-(trifluoromethyl)-1,2,4-oxadiazol-3-yl)benzyl)imino)-λ6-sulfanone FC1=CC(=C(C=C1)S(=O)(=NCC1=CC=C(C=C1)C1=NOC(=N1)C(F)(F)F)C)OC